(S)-1-methyl-pyrrolidin-3-amine CN1C[C@H](CC1)N